1-(3-Fluorophenyl)-2-(4-fluorophenyl)-2,11-dihydroimidazo[1',5':1,2]pyrido[3,4-b]indol-4-ium FC=1C=C(C=CC1)C=1N(C=[N+]2C1C=1NC3=CC=CC=C3C1C=C2)C2=CC=C(C=C2)F